(E)-3-[3-Methyl-4-(oxan-2-yloxy)phenyl]-1-phenylprop-2-en-1-one CC=1C=C(C=CC1OC1OCCCC1)/C=C/C(=O)C1=CC=CC=C1